ClC1=CC=C2C(=C(NC2=C1B1OC(C(O1)(C)C)(C)C)C(=O)OC)CCC(=O)OC Methyl 6-chloro-3-(3-methoxy-3-oxopropyl)-7-(4,4,5,5-tetramethyl-1,3,2-dioxaborolan-2-yl)-1H-indole-2-carboxylate